13-amino-4,7,10-trioxatridecyl-succinamic acid NCCCOCCOCCOCCCC(C(=O)O)CC(=O)N